Cl.C(C)C1=CC(=NS1)C(=O)N 5-ethyl-1,2-thiazole-3-carboxamide hydrochloride